4-[[5-(4-hydroxy-1-piperidyl)-2-pyridyl]amino]-2-(1-methyl-2-oxo-3H-pyrrolo[2,3-b]pyridin-5-yl)-6H-1,6-naphthyridin-5-one OC1CCN(CC1)C=1C=CC(=NC1)NC1=CC(=NC=2C=CNC(C12)=O)C=1C=C2C(=NC1)N(C(C2)=O)C